C1(CC1)C=1C=NN2C1N=C(C=C2)C2=CNC=1N=C(N=CC12)NC1CCOCC1 5-(3-cyclopropylpyrazolo[1,5-a]pyrimidin-5-yl)-N-(tetrahydro-2H-pyran-4-yl)-7H-pyrrolo[2,3-d]pyrimidin-2-amine